ClC1=CC=C(C=C1)C1=C(CCC(C1)(C)C)CN1CCN(CC1)C1=CC=C(C=C1)S(=O)(=O)NC(=O)C1=NC(=C(C=C1)F)C=1C=C2C(=NC1)NC(C2)=O N-[4-[4-[[2-(4-chlorophenyl)-4,4-dimethylcyclohexen-1-yl]methyl]piperazin-1-yl]phenyl]sulfonyl-5-fluoro-6-(2-oxo-2,3-dihydro-1H-pyrrolo[2,3-b]pyridin-5-yl)pyridine-2-carboxamide